tert-butyl N-[(3R)-1-[4-({5-chloro-3-[({2-chloro-7-cyclopropylpyrazolo[1,5-a]pyrimidin-6-yl}carbamoyl)amino]pyridin-2-yl}oxy)butyl]pyrrolidin-3-yl]carbamate ClC=1C=C(C(=NC1)OCCCCN1C[C@@H](CC1)NC(OC(C)(C)C)=O)NC(NC=1C=NC=2N(C1C1CC1)N=C(C2)Cl)=O